methyl 2-bromo-5-[[4-(1-ethylpropylamino)-5-methyl-pyrimidin-2-yl] amino]-3-(trifluoromethyl)benzoate BrC1=C(C(=O)OC)C=C(C=C1C(F)(F)F)NC1=NC=C(C(=N1)NC(CC)CC)C